2-[2-[2-[2-[2-[2-(2-methoxyethoxy)ethoxy]ethoxy]ethoxy]ethoxy]ethoxy]-4-methyl-5-(4,4,5,5-tetramethyl-1,3,2-dioxaborolan-2-yl)pyridine COCCOCCOCCOCCOCCOCCOC1=NC=C(C(=C1)C)B1OC(C(O1)(C)C)(C)C